ClC1=CC2=C(N(C(NC2=O)=O)C=2C(=NC=CC2C)C(C)C)N=C1Cl 6,7-Dichloro-1-(2-isopropyl-4-methylpyridin-3-yl)pyrido[2,3-d]pyrimidine-2,4(1H,3H)-dione